2-(1-Methyl-1H-indol-6-yl)-1H-benzo[d]imidazol-5-amine CN1C=CC2=CC=C(C=C12)C1=NC2=C(N1)C=CC(=C2)N